N-(2-cyanoethyl)-N-methylaniline C(#N)CCN(C1=CC=CC=C1)C